2-(benzylamino)-5-(benzylamino)methyl-[1,2,4]triazolo[1,5-a]pyrimidin-7-ol C(C1=CC=CC=C1)NC1=NN2C(N=C(C=C2O)CNCC2=CC=CC=C2)=N1